CC1=CC(NC(N1[C@H]1[C@H](O)[C@H](O)[C@@H](CO)O1)=O)=O 6-methyluridine